[(3S,6S,7R,8R)-8-benzyl-3-[[3-(1,3-benzodioxol-5-ylmethoxy)-4-methoxy-pyridine-2-carbonyl]amino]-6-methyl-4,9-dioxo 1,5-dioxonan-7-yl] 2-methylpropanoate CC(C(=O)O[C@H]1[C@@H](OC([C@H](COC([C@@H]1CC1=CC=CC=C1)=O)NC(=O)C1=NC=CC(=C1OCC1=CC2=C(OCO2)C=C1)OC)=O)C)C